C(C)N(C(C1=C(C=CC(=C1)F)OC=1C(=NC=NC1)N1CC2(C1)CCN(CC2)CC2CCC(CC2)NS(=O)(=O)CC)=O)C(C)C N-ethyl-2-((4-(7-(((1r,4r)-4-(ethylsulfonamido)cyclohexyl)methyl)-2,7-diazaspiro[3.5]nonan-2-yl)pyrimidin-5-yl)oxy)-5-fluoro-N-isopropylbenzamide